C(CC=C)NC1=NC=C(C=C1C(F)(F)F)[N+](=O)[O-] N-but-3-enyl-5-nitro-3-(trifluoromethyl)pyridin-2-amine